C(=O)C=1N=C(NC1)C1=C(C=CC2=CC=CC=C12)O 1-(4-FORMYL-1H-IMIDAZOL-2-YL)-NAPHTHALEN-2-OL